CN1N=CC=2C=NC(=CC21)C=2C=NN1C2N=CC=C1 methyl-6-(pyrazolo[1,5-a]pyrimidin-3-yl)-1H-pyrazolo[4,3-c]pyridine